tert-butyl ((2S)-1-((3S,5S)-3-carbamoyl-9-methoxy-7-(4-methoxybenzyl)-6-oxo-2,7-diazaspiro[4.4]nonan-2-yl)-3-cyclopropyl-1-oxopropan-2-yl)(methyl)carbamate C(N)(=O)[C@H]1N(C[C@]2(C1)C(N(CC2OC)CC2=CC=C(C=C2)OC)=O)C([C@H](CC2CC2)N(C(OC(C)(C)C)=O)C)=O